N-(4-pyridylmethyl)acetamide N1=CC=C(C=C1)CNC(C)=O